(4-(4-(dimethylamino)but-2-enamido)phenyl)-5-methylthiophene-2-carboxamide CN(CC=CC(=O)NC1=CC=C(C=C1)C1=C(SC(=C1)C)C(=O)N)C